1-chloro-7-hydroxyisoquinoline-6-carbonitrile ClC1=NC=CC2=CC(=C(C=C12)O)C#N